1-(6-(methyl(7H-pyrrolo[2,3-d]pyrimidin-4-yl)amino)-2-azaspiro[3.3]heptan-2-yl)propan-1-one CN(C1CC2(CN(C2)C(CC)=O)C1)C=1C2=C(N=CN1)NC=C2